C(C)NC(=O)N1[C@H]([C@H](CCC1)NS(=O)(=O)C)CO[C@@H]1CC[C@@H](CC1)C1=C(C=CC=C1)C(F)(F)F cis-N-ethyl-3-((methylsulfonyl)amino)-2-(((cis-4-(2-(trifluoromethyl)phenyl)-cyclohexyl)oxy)methyl)piperidine-1-carboxamide